C1=NC=C(C2=CC=CC=C12)N1C(NC2=C(C1=O)SC(=N2)C2=C(C#N)C=CC=C2)=O 2-(6-(isoquinolin-4-yl)-5,7-dioxo-4,5,6,7-tetrahydrothiazolo[4,5-d]pyrimidin-2-yl)benzonitrile